1-[(3S)-3-(5-fluoropyridin-3-yl)-1,2-oxazolidin-2-yl]-2,2-dimethylpropan-1-one FC=1C=C(C=NC1)[C@H]1N(OCC1)C(C(C)(C)C)=O